dinaphthyl(biphenylyl)anthracene C1(=CC=CC2=CC=CC=C12)C=1C(=C(C2=CC3=CC=CC=C3C=C2C1)C1=C(C=CC=C1)C1=CC=CC=C1)C1=CC=CC2=CC=CC=C12